C(C=C)(=O)NC(C)NC(C=C)=O N,N'-diacryloyl-2,2-ethylenediamine